tetradecahydro-1H-cyclopenta[5,6]naphtho[1,2-g]quinoxaline C1CCC2C3CCC4C(=CC5NCCNC5C4)C3=CC=C21